(S)-1-(4-fluoro-2-methylphenyl)-3-methylpiperazine FC1=CC(=C(C=C1)N1C[C@@H](NCC1)C)C